N-(4-(2-(4-fluorophenyl)-5-methyl-4,5,6,7-tetrahydropyrazolo[1,5-a]pyrazin-3-yl)pyridin-2-yl)-2-(tetrahydro-2H-pyran-4-yl)acetamide FC1=CC=C(C=C1)C1=NN2C(CN(CC2)C)=C1C1=CC(=NC=C1)NC(CC1CCOCC1)=O